C1=C2C(=CC=C1)NC=1C=CC=3NC=4C=CC=CC4C3C12 5,8-Dihydroindolo[2,3-c]carbazole